FC(C(C)(O)C=1C=CC=2N(C1)C(=CN2)C2=NC(=CC(=C2)F)N[C@H]2CNCC[C@@H]2F)(F)F 1,1,1-trifluoro-2-(3-(4-fluoro-6-(((3S,4S)-4-fluoropiperidin-3-yl)amino)pyridin-2-yl)imidazo[1,2-a]pyridin-6-yl)propan-2-ol